8-(7-(8-ethynyl-7-fluoro-3-hydroxynaphthalen-1-yl)-8-fluoro-2-(((2R,7aS)-2-fluorotetrahydro-1H-pyrrolizin-7a(5H)-yl)methoxy)quinazolin-4-yl)-1-thia-8-azaspiro[4.5]decane 1,1-dioxide C(#C)C=1C(=CC=C2C=C(C=C(C12)C1=CC=C2C(=NC(=NC2=C1F)OC[C@]12CCCN2C[C@@H](C1)F)N1CCC2(CCCS2(=O)=O)CC1)O)F